ClC1=C(C=CC=C1)N1CCC(CC1)CCN1N=C(C=2CCCCC12)C(=O)N1CCC(CC1)NC(C)=O N-[1-[1-[2-[1-(2-Chlorophenyl)-4-piperidyl]ethyl]-4,5,6,7-tetrahydroindazol-3-carbonyl]-4-piperidyl]acetamid